2-[4-(4-cyano-phenyl)-6-(4-hydroxy-piperidin-1-yl)-pyrimidin-2-ylamino]-4-methylthiazole-5-carboxylic acid ethyl ester C(C)OC(=O)C1=C(N=C(S1)NC1=NC(=CC(=N1)C1=CC=C(C=C1)C#N)N1CCC(CC1)O)C